tert-Butyl 3-(4-amino-3-cyanophenyl)-3-methylpyrrolidine-1-carboxylate NC1=C(C=C(C=C1)C1(CN(CC1)C(=O)OC(C)(C)C)C)C#N